(S)-1-(4-((5-(4'-amino-4'H,6'H-spiro[piperidine-4,5'-pyrrolo[1,2-b]pyrazol]-1-yl)pyrazin-2-yl)thio)-3-chloropyridin-2-yl)-N-methyl-1H-pyrrole-3-carboxamide N[C@H]1C2(CN3N=CC=C31)CCN(CC2)C=2N=CC(=NC2)SC2=C(C(=NC=C2)N2C=C(C=C2)C(=O)NC)Cl